(R)-N-(1-(3-amino-5-(trifluoromethyl)phenyl)ethyl)-6,7-dimethoxy-2-(8-(piperidin-1-yl)octyl)quinazolin-4-amine NC=1C=C(C=C(C1)C(F)(F)F)[C@@H](C)NC1=NC(=NC2=CC(=C(C=C12)OC)OC)CCCCCCCCN1CCCCC1